2,2-bis(4-allyloxyphenyl)propane tert-butyl-(2R,5S)-4-(5-(benzyloxy)-2-(((methylsulfonyl)oxy)methyl)pyrazolo[1,5-a]pyrimidin-7-yl)-2,5-dimethylpiperazine-1-carboxylate C(C)(C)(C)OC(=O)N1[C@@H](CN([C@H](C1)C)C1=CC(=NC=2N1N=C(C2)COS(=O)(=O)C)OCC2=CC=CC=C2)C.C(C=C)OC2=CC=C(C=C2)C(C)(C)C2=CC=C(C=C2)OCC=C